N-((6aR,8R)-5-(4-(trifluoromethyl)phenyl)-5,6,6a,7,8,9-hexahydropyrido[3,2-e]pyrrolo[1,2-a]pyrazin-8-yl)acetamide FC(C1=CC=C(C=C1)N1C[C@@H]2N(C3=C1C=CC=N3)C[C@@H](C2)NC(C)=O)(F)F